(E)-3-(4-Aminophenyl)-1-[2-(cyclohexylmethoxy)-6-hydroxyphenyl]prop-2-en-1-one NC1=CC=C(C=C1)/C=C/C(=O)C1=C(C=CC=C1O)OCC1CCCCC1